2-((5-methoxy-7-methyl-1H-indol-4-yl)methyl)-3-(1,2,3,6-tetrahydro-pyridin-4-yl)-2H-indazole-5-carbonitrile COC=1C(=C2C=CNC2=C(C1)C)CN1N=C2C=CC(=CC2=C1C=1CCNCC1)C#N